C(CCCC(=O)O)(=O)OCC[C@H](N)C(=O)O O-glutaryl-L-homoserine